2-(4-chloro-1-isopropyl-1H-pyrazol-5-yl)-N-((1-(1-isopropyl-4-(trifluoromethyl)-1H-imidazol-2-yl)-2-oxabicyclo[2.2.2]octan-4-yl)methyl)-5-methoxypyrimidin-4-amine ClC=1C=NN(C1C1=NC=C(C(=N1)NCC12COC(CC1)(CC2)C=2N(C=C(N2)C(F)(F)F)C(C)C)OC)C(C)C